OC1=CC=C(C=C1)C1COC2=CC(=CC(=C2C1)C)O 3-(4-Hydroxyphenyl)-5-methyl-3,4-dihydro-2H-chromen-7-ol